C12NC(CC2C1)C#N 2-azabicyclo[3.1.0]Hexane-3-carbonitrile